CC1=NN(C=C1)CC(=O)C=1C=C(C=CC1)NC(=O)C1=NC(=CC=C1)C(F)(F)F N-[3-[2-(3-methylpyrazol-1-yl)acetyl]phenyl]-6-(trifluoromethyl)pyridine-2-carboxamide